BrC=1C=CC(=C(C1)N1C(NCCC1)=O)S(=O)(=O)C 1-(5-bromo-2-(methylsulfonyl)phenyl)tetrahydropyrimidin-2(1H)-one